phosphate monopotassium salt [K+].P(=O)([O-])(O)O